tert-butyl 5-(2,2-difluoro-1,3-benzodioxol-5-yl)-2-(hydroxymethyl)-3,4-dihydropyridine-1(2H)-carboxylate FC1(OC2=C(O1)C=CC(=C2)C=2CCC(N(C2)C(=O)OC(C)(C)C)CO)F